C(C)(C)(C)C1=CC=C2CC(C(C2=C1)=O)C 6-(tert-butyl)-2-methyl-2,3-dihydro-1H-inden-1-one